N(=O)C=1N(C=C(C1C(F)(F)F)C(C)(C)C)C 2-nitroso-3-trifluoromethyl-4-tert-butyl-1-methylpyrrole